methyl 4-hydroxy-7-phenoxy-isoquinoline-3-carboxylate OC1=C(N=CC2=CC(=CC=C12)OC1=CC=CC=C1)C(=O)OC